4-((S)-2-(((R)-((S)-7-(1-methyl-1H-pyrazol-4-yl)-2,3-dihydro-1H-pyrido[2,3-b][1,4]oxazin-3-yl)(phenyl)methyl)amino)propyl)benzonitrile CN1N=CC(=C1)C1=CC2=C(O[C@@H](CN2)[C@@H](C2=CC=CC=C2)N[C@H](CC2=CC=C(C#N)C=C2)C)N=C1